O=C1C(=CC(C2=CC=CC=C12)=O)OC1=CC=C(C(=O)OC)C=C1 methyl 4-((1,4-dioxo-1,4-dihydronaphthalen-2-yl)oxy)benzoate